FC(COC(N(C1=NC=C(N=C1)C=1C=NC(=NC1)OC)[C@@H]1CC[C@H](CC1)NC1=NC=C(C(=N1)C1=NNC=C1Cl)C(F)(F)F)=O)(F)F 2,2,2-trifluoroethyl(trans-4-((4-(4-chloro-1H-pyrazol-3-yl)-5-(trifluoromethyl)pyrimidin-2-yl)amino)cyclohexyl)(5-(2-methoxypyrimidin-5-yl)pyrazin-2-yl)carbamate